tert-butyl ((3-bromo-1-((2-(trimethylsilyl)ethoxy)methyl)-1H-pyrazol-5-yl)(phenyl)methyl)carbamate BrC1=NN(C(=C1)C(C1=CC=CC=C1)NC(OC(C)(C)C)=O)COCC[Si](C)(C)C